ClC1=CC2=C(N=C(O2)C2=CC=CC=C2)C(=C1)C1=CC=2C3=C(N(C2C=C1)C1=CC=CC=C1)C=CN=C3 6-chloro-2-phenyl-4-(5-phenyl-[5H]-pyrido[4,3-b]indol-8-yl)-benzoxazole